1-[(3-hydroxyphenyl)methyl]-3-(4-pyridin-4-yl-1,3-thiazol-2-yl)urea OC=1C=C(C=CC1)CNC(=O)NC=1SC=C(N1)C1=CC=NC=C1